tert-butyl-4-[7-[[(1R)-1-[3-(difluoromethyl)-2-fluoro-phenyl]ethyl]carbamoyl]-1H-indazol-5-yl]-3,6-dihydro-2H-pyridine-1-carboxylate C(C)(C)(C)OC(=O)N1CCC(=CC1)C=1C=C2C=NNC2=C(C1)C(N[C@H](C)C1=C(C(=CC=C1)C(F)F)F)=O